3-tert-butylcyclohexane-1,2-dicarboxylic acid C(C)(C)(C)C1C(C(CCC1)C(=O)O)C(=O)O